NC1=C(C=NC=C1)NC(C1=CC=C(C=C1)C(C)(C)C)=O N-(4-aminopyridin-3-yl)-4-(tert-butyl)benzamide